N-((R)-1-cyclopropylethyl)-5-((R)-2-(5-fluoropyridin-3-yl)pyrrolidin-1-yl)pyrazolo[1,5-a]pyrimidine-3-carboxamide C1(CC1)[C@@H](C)NC(=O)C=1C=NN2C1N=C(C=C2)N2[C@H](CCC2)C=2C=NC=C(C2)F